(1S,4r)-4-(4-((1-(((2S,3S)-1-Methyl-5-oxo-2-(pyridin-3-yl)pyrrolidine-3-carbonyl)-L-alanyl)piperidin-4-yl)sulfonyl)piperazin-1-yl)cyclohexane-1-carboxylic acid CN1[C@@H]([C@H](CC1=O)C(=O)N[C@@H](C)C(=O)N1CCC(CC1)S(=O)(=O)N1CCN(CC1)C1CCC(CC1)C(=O)O)C=1C=NC=CC1